(E)-N-(3'-(1-((5-cyclopropyl-1H-pyrazol-3-yl)amino)-1-oxopropan-2-yl)-3-fluoro-[1,1'-biphenyl]-4-yl)-4-(pyrrolidin-1-yl)but-2-enamide C1(CC1)C1=CC(=NN1)NC(C(C)C=1C=C(C=CC1)C1=CC(=C(C=C1)NC(\C=C\CN1CCCC1)=O)F)=O